(R)-2,2,2-trifluoro-1-(6-methyl-2-(3-methyl-1H-pyrazol-1-yl)pyridin-3-yl)ethanol FC([C@H](O)C=1C(=NC(=CC1)C)N1N=C(C=C1)C)(F)F